FC(C=1C=C(OC2=NC(=NN2C(C)C)NC2[C@H]3CN(C[C@@H]2CC3)C3=NC(=NO3)C)C=C(C1)C(F)(F)F)(F)F (1R,5S,8s)-N-{5-[3,5-Bis(trifluoromethyl)phenoxy]-1-(propan-2-yl)-1H-1,2,4-triazol-3-yl}-3-(3-methyl-1,2,4-oxadiazol-5-yl)-3-azabicyclo[3.2.1]octan-8-amine